C(CC)[N+]=1N(C(=CC1)CCC)CCC 1,2,3-tripropyl-pyrazolium